2-(4-(4-(2-(2-Aminopyridin-3-yl)-5-(6-oxo-1,6-dihydropyridin-2-yl)-3H-imidazo[4,5-b]pyridin-3-yl)benzyl)piperazin-1-yl)pyrimidine-4-carbonitrile NC1=NC=CC=C1C1=NC=2C(=NC(=CC2)C=2NC(C=CC2)=O)N1C1=CC=C(CN2CCN(CC2)C2=NC=CC(=N2)C#N)C=C1